(R)-N-((1R,5S,8s)-3-(6-methoxypyridazin-4-yl)-3-azabicyclo[3.2.1]octan-8-yl)-7-(2,3,4-trifluorophenoxy)-6,7-dihydro-5H-pyrrolo[1,2-b][1,2,4]triazol-2-amine COC1=CC(=CN=N1)N1C[C@H]2CC[C@@H](C1)C2NC=2N=C1N(N2)CC[C@H]1OC1=C(C(=C(C=C1)F)F)F